ClC1=CC(=C(C=C1)C1=NC(=CC=2N=C(N(C(C21)=O)C)C)N2C[C@H](CCC2)C=2C=NNC2)F 5-(4-chloro-2-fluorophenyl)-2,3-dimethyl-7-((3R)-3-(1H-pyrazol-4-yl)-1-piperidinyl)pyrido[4,3-d]pyrimidin-4(3H)-one